N1(C(=CC=2C1=CN=CC2)C(=O)OCC)C(=O)OC(C)(C)C 1-(tert-Butyl) 2-ethyl 1H-pyrrolo[2,3-c]pyridine-1,2-dicarboxylate